C(C1=CC=CC=C1)=C1C(N(C(N(C1=O)C)=O)C)=O 5-benzylidene-1,3-dimethylbarbituric acid